3-(5-isopropyl-2-methoxyphenyl)-1-methyl-4,6-dihydropyrrolo[3,4-c]pyrazole-5(1H)-carbonitrile C(C)(C)C=1C=CC(=C(C1)C=1C2=C(N(N1)C)CN(C2)C#N)OC